4-isopropyl-N-((1r,4r)-4-(isopropylamino)cyclohexyl)-5-(8-methyl-[1,2,4]triazolo[1,5-a]pyridin-6-yl)-1H-pyrazole-3-carboxamide C(C)(C)C=1C(=NNC1C=1C=C(C=2N(C1)N=CN2)C)C(=O)NC2CCC(CC2)NC(C)C